3-(3-(pentafluoro-λ6-sulfaneyl)phenyl)propiolic acid FS(C=1C=C(C=CC1)C#CC(=O)O)(F)(F)(F)F